(R)-4-(tert-Butylsulfonyl)-N-(6-(2-methylmorpholino)pyridin-2-yl)-2-(6-azaspiro[2.5]octan-6-yl)benzamide C(C)(C)(C)S(=O)(=O)C1=CC(=C(C(=O)NC2=NC(=CC=C2)N2C[C@H](OCC2)C)C=C1)N1CCC2(CC2)CC1